CC1=C(C=NO)C(=CC=C1)[N+](=O)[O-] methyl-6-nitrobenzaldehyde oxime